C1(CC1)C1=C(C(=NO1)C1=C(C=CC=C1Cl)Cl)CO[C@@H]1[C@H]2CN([C@@H](C1)C2)C2=CC=C(C(=O)O)C=C2 4-[(1R,4R,5S)-5-{[5-cyclopropyl-3-(2,6-dichlorophenyl)-1,2-oxazol-4-yl]methoxy}-2-azabicyclo[2.2.1]heptan-2-yl]benzoic acid